C(C)(C)(C)N(C(=S)N[C@H]1CNCC1)C(C)(C)C tert-butyl-(R)-1-(tert-butyl)-3-(pyrrolidin-3-yl)thiourea